6-(4-(N-((2-(4-methoxybenzyl)-3-oxo-4-(trifluoromethyl)-3,5,6,7-tetrahydro-2H-cyclopenta[c]pyridazin-7-yl)methyl)-N-methylglycyl)piperazin-1-yl)nicotinonitrile COC1=CC=C(CN2N=C3C(=C(C2=O)C(F)(F)F)CCC3CN(CC(=O)N3CCN(CC3)C3=NC=C(C#N)C=C3)C)C=C1